[2-({2-[(4-{4-chloro-13-cyano-8-ethyl-9-oxo-6,8,10-triazatricyclo[9.4.0.02,7]pentadeca-1(11),2(7),3,5,12,14-hexaen-10-yl}-3,5-difluorophenyl)amino]ethyl}amino)ethyl]urea ClC1=CC=2C=3C=CC(=CC3N(C(N(C2N=C1)CC)=O)C1=C(C=C(C=C1F)NCCNCCNC(=O)N)F)C#N